(5S,6S)-5-hydroxy-6-((S)-5H-imidazo[5,1-a]isoindol-5-yl)-2-azaspiro[3.3]heptane-2-carboxylic acid tert-butyl ester C(C)(C)(C)OC(=O)N1CC2(C1)[C@H]([C@@H](C2)[C@@H]2N1C(C3=CC=CC=C23)=CN=C1)O